C(#N)CC[N+]1=C2N(C(C(=C1)C1=CN(C3=CC(=CC=C13)F)C)=O)C=CC=C2 1-(2-cyanoethyl)-3-(6-fluoro-1-methyl-1H-indol-3-yl)-4-oxo-4H-pyrido[1,2-a]pyrimidinium